CSC1=NC=C(C=C1B(O)O)C(F)(F)F 2-METHYLTHIO-5-TRIFLUOROMETHYLPYRIDINE-3-BORONIC ACID